N-hydroxy-3-oxo-4-((1-phenyl-1H-pyrazol-3-yl)methyl)-3,4-dihydro-2H-benzo[b][1,4]oxazine-6-carboxamide ONC(=O)C1=CC2=C(OCC(N2CC2=NN(C=C2)C2=CC=CC=C2)=O)C=C1